FC(C=1C=CC(=NC1)OC(=S)OC1=NC=C(C=C1)C(F)(F)F)(F)F bis[(5-trifluoromethylpyridin-2-yl)oxy]methanethione